O.S(=O)(=O)(O)C1=CC=C(C)C=C1.S(=O)(=O)(O)C1=CC=C(C)C=C1 di-tosylate monohydrate